CC=1OC=CC1C1=C2C(NC(C2=CC=C1NC(=O)C1=CC(=NN1C1=NC=CC=C1Cl)Br)=O)=O N-(2-methylfuryl-1,3-dioxo-5-isoindolyl)-3-bromo-1-(3-chloro-2-pyridyl)-1H-pyrazole-5-carboxamide